O=C1NN=C(C(N1)=O)C#N 3,5-dioxo-4H-1,2,4-tri-azine-6-carbonitrile